C12CC(CC2C1)OC(C=1NC(=C(N1)S(=O)(=O)C)C)C1=CC(=C(C=C1)F)Cl 2-((bicyclo[3.1.0]hexan-3-yloxy)(3-chloro-4-fluorophenyl)methyl)-5-methyl-4-(methyl-sulfonyl)-1H-imidazole